1-(4-(1-amino-2,2,2-trifluoroethyl)phenyl)-5-((4-hydroxypiperidin-4-yl)methyl)-1H-pyrazolo[3,4-d]pyrimidin-4(5H)-one hydrochloride Cl.NC(C(F)(F)F)C1=CC=C(C=C1)N1N=CC2=C1N=CN(C2=O)CC2(CCNCC2)O